CC=1C=C2C(C(NC2=CC1)=O)=NN=C1SCC(N1C1=CC=C(C=C1)C(C)(C)C)=O 5-methyl-3-(2-(3-(4-tert-butylphenyl)-4-oxothiazolidine-2-ylidene)hydrazono)-1H-indol-2-one